(14-(butylamino)-14-oxomyristoyl)glycine C(CCC)NC(CCCCCCCCCCCCC(=O)NCC(=O)O)=O